methyl N-methyl-N-((S)-1-(((R)-1-methylaziridin-2-yl) sulfonyl) pyrrolidine-3-carbonyl)-L-valinate CN([C@@H](C(C)C)C(=O)OC)C(=O)[C@@H]1CN(CC1)S(=O)(=O)C1[N@@](C1)C